3-(1,3-dithian-2-yl)-5-bromoindole S1C(SCCC1)C1=CNC2=CC=C(C=C12)Br